NC=1C=C(C=NC1)C#N 5-aminopyridine-3-carbonitrile